6-bromo-5-fluoro-benzofuran BrC1=CC2=C(C=CO2)C=C1F